[4,6-di(2,4-xylyl)-1,3,5-triazin-2-yl]-5-octyloxyphenol C1(=C(C=C(C=C1)C)C)C1=NC(=NC(=N1)C1=C(C=C(C=C1)C)C)C1=C(C=C(C=C1)OCCCCCCCC)O